6-((6-((4,4-bis(((Z)-oct-5-en-1-yl)oxy)butanoyl)oxy)hexyl)(2-hydroxyethyl)amino)hexyl 2-hexyldecanoate C(CCCCC)C(C(=O)OCCCCCCN(CCO)CCCCCCOC(CCC(OCCCC\C=C/CC)OCCCC\C=C/CC)=O)CCCCCCCC